N1(CCC1)C(CC1=CC=C(C=C1)C1=C2C(=NC(=C1)NC(=O)C1CC1)NC=C2)=O N-(4-(4-(2-(azetidin-1-yl)-2-oxoethyl)phenyl)-1H-pyrrolo[2,3-b]pyridin-6-yl)cyclopropylcarboxamide